C(CCC(=O)OCCOCCOCCOCCO)(=O)OC1CNC(C1)C(NCC1=CC=C(C=C1)C1=C(N=CS1)C)=O 5-((4-(4-methylthiazol-5-yl)benzyl)carbamoyl)pyrrolidin-3-yl (2-(2-(2-(2-hydroxyethoxy)ethoxy)ethoxy)ethyl) succinate